ClC1=C(C=C(OCCCN2C(=CC(=C2)N(C2=CC=C(C=C2)CC)CC2=CC(=CC=C2)Cl)C(=O)O)C=C1C)C 1-(3-(4-chloro-3,5-dimethylphenoxy)propyl)-4-((3-chlorobenzyl)(4-ethylphenyl)amino)-1H-pyrrole-2-carboxylic acid